CN(CCCN(C(CCCCCCCCC)=O)C(CC(=O)O)CCCCCCCCC)C 3-{N-[3-(dimethylamino)propyl]-decanamido}dodecanoic acid